((3-((tert-butyldimethylsilyl)oxy)cyclopentyl)methoxy)-1,3,4-thiadiazol-2-amine [Si](C)(C)(C(C)(C)C)OC1CC(CC1)COC1=NN=C(S1)N